[C@H](C)(CC)C(N(C([C@@H](NC([C@@H](N(C(OCC1C2=CC=CC=C2C=2C=CC=CC12)=C=O)C)C(C)C)=C=O)C(C)C)=C=O)C)[C@@H](CCC(=O)O)OC (5S,8S,12R)-11-((S)-sec-butyl)-1-(9H-fluoren-9-yl)-5,8-diisopropyl-12-methoxy-4,10-dimethyl-3,6,9-tricarbonyl-2-oxa-4,7,10-triazatetradecane-14-carboxylic acid